NC1=NC(=C2N=CN(C2=N1)[C@H]1C[C@H](C1)COP(=O)(OC1=CC=CC2=CC=CC=C12)N[C@@H](C)C(=O)OC)OC methyl (((cis-3-(2-amino-6-methoxy-9H-purin-9-yl)cyclobutyl)methoxy)(naphthalen-1-yloxy)phosphoryl)-L-alaninate